5-chloro-2-[[5-(difluoromethyl)-2-[(4-methoxyphenyl)methyl]pyrazol-3-yl]methyl]-3-fluoro-pyridine ClC=1C=C(C(=NC1)CC=1N(N=C(C1)C(F)F)CC1=CC=C(C=C1)OC)F